[Sb](F)(F)F Antimony fluoride